tert-butyl 3-(4-ethynylpyrazol-1-yl)azetidine-1-carboxylate C(#C)C=1C=NN(C1)C1CN(C1)C(=O)OC(C)(C)C